NS(=O)(=O)C1=CC=C(C=C1)B(O)O 4-aminosulfonylphenylboronic acid